C(C1=CC=CC=C1)N1C[C@@H]2COC=3C=NNC3[C@@H]2C1 |r| rac-(1S,9R)-11-Benzyl-7-oxa-3,4,11-triazatricyclo[7.3.0.02,6]dodeca-2(6),4-diene